ClC=1C=C2C[C@@H]([C@@H](C2=C(C1)Cl)NC([O-])=O)NC([O-])=O (1R,2S)-5,7-Dichloro-2,3-dihydro-1H-inden-1,2-diyl-dicarbamat